methyl 4-bromo-3-fluoro-2-(3-(2,2,2-trichloroacetyl)ureido)-5-(trifluoromethyl)benzoate BrC1=C(C(=C(C(=O)OC)C=C1C(F)(F)F)NC(=O)NC(C(Cl)(Cl)Cl)=O)F